2-(Tetrahydrofuran-3-yl)acetonitrile O1CC(CC1)CC#N